C1(=CC=CC=C1)N(C1=CC=C(C=C1)C1=CC=CC=C1)C1=CC=C(C=C1)C1=CC2=C(OC3=C2C=C(C=C3)C=3C=CC=2N(C4=CC=CC=C4C2C3)C3=CC=CC=C3)C=C1 N-phenyl-N-(4-(8-(9-phenyl-9H-carbazol-3-yl)dibenzo[b,d]furan-2-yl)phenyl)-[1,1'-biphenyl]-4-amine